[Ti].[Cu].[Ni].[Pb] lead-nickel-copper-titanium